4-[(2-{4-[5-chloro-2-(4,5-dihydro-1,2-oxazol-3-yl)phenyl]-5-methoxy-2-oxopyridin-1(2H)-yl}-4-methoxybutyryl)amino]benzoic acid tert-butyl ester C(C)(C)(C)OC(C1=CC=C(C=C1)NC(C(CCOC)N1C(C=C(C(=C1)OC)C1=C(C=CC(=C1)Cl)C1=NOCC1)=O)=O)=O